F[C@H]1[C@H](COC1)NC(=O)C=1N=C(SC1)C=1NC=CN1 N-((3S,4S)-4-fluorotetrahydrofuran-3-yl)-2-(1H-imidazol-2-yl)thiazole-4-carboxamide